C[C@@H]1N(C[C@H](N(C1)C(C(C)(C)C)=O)C)C=1C2=C(N=CN1)N(C=C2C(F)(F)F)C=2C=C(C#N)C=CN2 2-(4-((2S,5R)-2,5-Dimethyl-4-pivaloylpiperazin-1-yl)-5-(trifluoromethyl)-7H-pyrrolo[2,3-d]pyrimidin-7-yl)isonicotinonitrile